Cl.FC(C=1C(=C(C=CC1)[C@@H](C)NC1=NN=C(C=2C1=CN(C(C2)=O)C2CCNCC2)C)F)F (R)-4-((1-(3-(Difluoromethyl)-2-fluorophenyl)ethyl)amino)-1-methyl-6-(piperidin-4-yl)pyrido[3,4-d]pyridazin-7(6H)-one hydrochloride